magnesium para-chlorom-xylenol ClC1=C(CC(C=C1)(C)O)C.[Mg]